(S)-2',4-Dihydroxy-4'-(2-oxo-3-(pyrrolidin-3-yl)-2,3-dihydro-1H-imidazo[4,5-b]pyridin-1-yl)-[1,1'-biphenyl]-3-carbonitrile Hydrochloride Cl.OC1=C(C=CC(=C1)N1C(N(C2=NC=CC=C21)[C@@H]2CNCC2)=O)C2=CC(=C(C=C2)O)C#N